COC(=O)[C@@H]1CN(CC[C@H]1NC(=O)C1=NOC(=C1)C1=C(C=CC=C1F)F)CC1CC1 |r| rac-(3R,4R)-1-cyclopropylmethyl-4-{[5-(2,6-difluoro-phenyl)-isoxazole-3-carbonyl]-amino}-piperidine-3-carboxylic acid methyl ester